CN1C(=C(C2=CC=CC=C12)NC1=CC(=CC=C1)C(F)(F)F)C(=O)NC(C)C=1C=C(C(=O)O)C=CC1 3-(1-(1-Methyl-3-((3-(trifluoromethyl)phenyl)amino)-1H-indole-2-carboxamido)ethyl)benzoic acid